1-((2-oxo-2,3-dihydro-1H-benzo[d]-imidazol-5-yl)carbamoyl)indoline-4-carboxylic acid O=C1NC2=C(N1)C=CC(=C2)NC(=O)N2CCC=1C(=CC=CC21)C(=O)O